NC=1C=CC(=C(C1)NC(C1=CC(=C(C=C1)CN1CCN(CC1)C)C(F)(F)F)=O)C N-(5-amino-2-methylphenyl)-4-((4-methylpiperazin-1-yl)methyl)-3-(trifluoromethyl)benzamide